1-(2-((5-(pyridin-2-yl)pyrimidin-2-yl)oxy)ethyl)piperidin-2-one N1=C(C=CC=C1)C=1C=NC(=NC1)OCCN1C(CCCC1)=O